ethyl 5-(benzyloxy)-6-methoxy-2-(7-methylbenzo[d]oxazol-2-yl)-1,2,3,4-tetrahydroisoquinoline-3-carboxylate C(C1=CC=CC=C1)OC1=C2CC(N(CC2=CC=C1OC)C=1OC2=C(N1)C=CC=C2C)C(=O)OCC